4-((5-Chloro-7-(2-((1,3-dioxo-1,3,4,5,6,7-hexahydro-2H-isoindole-2-yl)methyl)thieno[3,2-b]pyridin-7-yl)-1H-indol-1-yl)methyl)piperidine-4-carbonitrile ClC=1C=C2C=CN(C2=C(C1)C1=C2C(=NC=C1)C=C(S2)CN2C(C=1CCCCC1C2=O)=O)CC2(CCNCC2)C#N